tert-butyl [1-methyl-3-(prop-2-enoyl)-1,3,8-triazaspiro[4.5]decan-8-yl]carboxylate CN1CN(CC12CCN(CC2)C(=O)OC(C)(C)C)C(C=C)=O